2-(azetidin-3-yl)oxazole N1CC(C1)C=1OC=CN1